ammonium trityl-phenol C(C1=CC=CC=C1)(C1=CC=CC=C1)(C1=CC=CC=C1)C1=C(C=CC=C1)O.[NH4+]